methyl (S)-3-(6-chloro-1H-pyrazolo[3,4-b]pyrazin-1-yl)-2-methylpropanoate ClC1=CN=C2C(=N1)N(N=C2)C[C@@H](C(=O)OC)C